2-(trifluoromethyl)benzenesulfonyl chloride FC(C1=C(C=CC=C1)S(=O)(=O)Cl)(F)F